6-((2s,4r)-2-(1-cyclopropyl-1H-pyrazol-4-yl)tetrahydro-2H-pyran-4-yl)-2,3-dimethyl-8-(2,4,5-trifluorophenyl)pyrimido[5,4-d]pyrimidin-4(3H)-one C1(CC1)N1N=CC(=C1)[C@H]1OCC[C@H](C1)C=1N=C(C=2N=C(N(C(C2N1)=O)C)C)C1=C(C=C(C(=C1)F)F)F